FC1=C(C(=O)NC2=CC(=C(C=C2)CN2CCN(CC2)S(=O)(=O)C)C(F)(F)F)C=C(C(=C1)C)C#CC1=CN=C2N1C=CC=C2NC=2C=NN(C2)C 2-fluoro-4-methyl-5-((8-((1-methyl-1H-pyrazol-4-yl)amino)imidazo[1,2-a]pyridin-3-yl)ethynyl)-N-(4-((4-(methylsulfonyl)piperazin-1-yl)methyl)-3-(trifluoromethyl)phenyl)benzamide